C12(CC3CC(CC(C1)C3)C2)CN2N=CC(=C2C)C2=C(C=3OCCN(C3N=C2)C=2C=NC(=CC2)NC=2SC3=C(N2)C=CC=C3)C(=O)O 7-(1-(adamantan-1-ylmethyl)-5-methyl-1H-pyrazol-4-yl)-4-(6-(benzo[d]thiazol-2-ylamino)pyridin-3-yl)-3,4-dihydro-2H-pyrido[3,2-b][1,4]oxazine-8-carboxylic acid